methyl (S)-2-((S)-4-methyl-2-((((4-propylcyclohexyl)oxy)carbonyl)amino)pentanamido)-3-((S)-2-oxopyrrolidin-3-yl)propanoate CC(C[C@@H](C(=O)N[C@H](C(=O)OC)C[C@H]1C(NCC1)=O)NC(=O)OC1CCC(CC1)CCC)C